O=C1NC(CCC1N1C(C2=CC=C(C=C2C1=O)N1CCN(CC1)CCCCCCCC=O)=O)=O 8-(4-(2-(2,6-dioxopiperidin-3-yl)-1,3-dioxoisoindolin-5-yl)piperazin-1-yl)octanal